4-(((2-bromopyrimidin-4-yl)oxy)methyl)-3-methoxybenzonitrile BrC1=NC=CC(=N1)OCC1=C(C=C(C#N)C=C1)OC